C(C)(=O)N[C@H]1C(O)O[C@@H]([C@H]([C@@H]1O)O)C N-Acetyl-D-quinovosamine